FC1=C2CN(CC2=CC(=C1)F)C(=O)NC1=CC=C(C=C1)C1CCN(CC1)C(=O)C1(COC1)O 4,6-DIFLUORO-N-(4-(1-(3-HYDROXY-OXETANE-3-CARBONYL)PIPERIDIN-4-YL)PHENYL)ISOINDOLINE-2-CARBOXAMIDE